C1(CC1)N([C@@H]1CC[C@H](CC1)N(C1=CC(N(C=2C=CC(=NC12)C#N)C)=O)C)C1=C(C=C(C=C1)F)O trans-8-((4-(cyclopropyl(4-fluoro-2-hydroxyphenyl)amino)cyclohexyl)(methyl)amino)-5-methyl-6-oxo-5,6-dihydro-1,5-naphthyridine-2-carbonitrile